tert-butyl N-[(1r,4r)-4-[(2-{[1-(2,6-dioxopiperidin-3-yl)-3-methyl-2-oxo-1,3-benzodiazol-4-yl]methyl}-2,7-diazaspiro[3.5]nonan-7-yl)methyl]cyclohexyl]carbamate O=C1NC(CCC1N1C(N(C2=C1C=CC=C2CN2CC1(C2)CCN(CC1)CC1CCC(CC1)NC(OC(C)(C)C)=O)C)=O)=O